(2S,4S)-4-((tert-butyldimethylsilyl)oxy)-2-((3,4-difluorophenyl)carbamoyl)-pyrrolidine-1-carboxylic acid tert-butyl ester C(C)(C)(C)OC(=O)N1[C@@H](C[C@@H](C1)O[Si](C)(C)C(C)(C)C)C(NC1=CC(=C(C=C1)F)F)=O